(2S)-2-amino-N-[4-(hydroxymethyl)-2-(trifluoromethyl)phenyl]propanamide N[C@H](C(=O)NC1=C(C=C(C=C1)CO)C(F)(F)F)C